6-azaspiro[2.5]octanic acid C1(CC12CCNCC2)C(=O)O